NC1=C(SC2=NC(=CC(=C21)C)C)C(=O)NC2CC=1C=CC(=NC1CC2)N2CC(C(C2)OC(F)(F)F)N 3-amino-N-{2-[3-amino-4-(trifluoromethoxy)pyrrolidin-1-yl]-5,6,7,8-tetrahydroquinolin-6-yl}-4,6-dimethylthieno[2,3-b]pyridine-2-carboxamide